ClC=1C=CC=C2C=CC(=NC12)N(C=1C(=CC(=CC1)OC(F)(F)F)N)CCN1CCOCC1 N1-(8-chloroquinolin-2-yl)-N1-(2-morpholinoethyl)-4-(trifluoromethoxy)benzene-1,2-diamine